O1C(OCC1)C1CCN(CC1)C1=CC(=C(C=O)C=C1F)OC 4-[4-(1,3-dioxolan-2-yl)piperidin-1-yl]-5-fluoro-2-methoxybenzaldehyde